COC1=C(C2=C(N(C(N2C)=O)COCC[Si](C)(C)C)C=C1)N1CCC(CC1)N(C(OC(C)(C)C)=O)C Tert-butyl N-[1-[5-methoxy-3-methyl-2-oxo-1-(2-trimethylsilylethoxymethyl)benzimidazol-4-yl]-4-piperidyl]-N-methyl-carbamate